Ethyl 4-(2-(bromomethyl)-6,7-dihydro-4H-pyrazolo[5,1-c][1,4]oxazin-3-yl)-5-chloro-1-(3-((3-((4-methoxybenzyl)thio)naphthalen-1-yl)oxy)propyl)-3-methyl-1H-indole-2-carboxylate BrCC1=NN2C(COCC2)=C1C1=C2C(=C(N(C2=CC=C1Cl)CCCOC1=CC(=CC2=CC=CC=C12)SCC1=CC=C(C=C1)OC)C(=O)OCC)C